BrC=1SC(=C(C1C)C)Br 2,5-dibromo-3,4-dimethylthiophene